CN1N=C2C=C(C=CC2=C1)N1CCNCC1 2-methyl-6-(piperazin-1-yl)-2H-indazole